C1(CCCC2=CC=CC=C12)C(=O)N 1-tetrahydronaphthaleneamide